N-((7-chloro-1H-benzo[d]imidazol-2-yl)methyl)-6-(4-methylpiperazin-1-yl)-3-(thiophen-3-yl)imidazo[1,2-b]pyridazin-8-amine ClC1=CC=CC2=C1NC(=N2)CNC=2C=1N(N=C(C2)N2CCN(CC2)C)C(=CN1)C1=CSC=C1